FC(C(C)(C)O[C@@H](C=O)C)(F)F (R)-2-((1,1,1-trifluoro-2-methylpropan-2-yl)oxy)propanal